(3-bromopropenyl)-benzene BrCC=CC1=CC=CC=C1